COC(C1=C(N=CC(=C1)C=1CN(CCC1)C(=O)OC(C)(C)C)OC)=O 5-(1-(tert-butoxycarbonyl)-1,2,5,6-tetrahydropyridine-3-yl)-2-methoxynicotinic acid methyl ester